N-stearidonoyl-sarcosine C(CCCC\C=C/C\C=C/C\C=C/C\C=C/CC)(=O)N(C)CC(=O)O